bromo-2-chloro-N,N-bis(4-methoxybenzyl)imidazo[2,1-F][1,2,4]triazin-4-amine BrC=1N=C2C(=NC(=NN2C1)Cl)N(CC1=CC=C(C=C1)OC)CC1=CC=C(C=C1)OC